ClC=1C=C(C=CC1)C(CO)(C)NC1=NC2=C(N1)C=CC=C2CNC(N(C)C)=O 3-((2-((2-(3-chlorophenyl)-1-hydroxy-propan-2-yl)amino)-1H-benzo[d]imidazol-4-yl)methyl)-1,1-dimethylurea